C1(=CC=C(C=C1)NC=1C2=CC=CC=C2C=2C=CC=C(C2C1)C=1C=C(C(=CC1)C1=CC=CC=C1)C1=CC=CC=C1)C1=CC=CC=C1 (biphenyl-4-yl)-1-(1,1':2',1''-terphenyl-4'-yl)-(phenanthren-9-yl)amine